COC=1C=CC=C2C=CC(=NC12)C=1C=C2CN(C(C2=CC1)=O)C1C(NC(CC1)=O)=O 3-[5-(8-methoxyquinolin-2-yl)-1-oxo-2,3-dihydro-1H-isoindol-2-yl]piperidine-2,6-dione